tert-butyl 4-[5-fluoro-2-(4-methyltriazol-1-yl)-3-pyridyl]-3,6-dihydro-2H-pyridine-1-carboxylate FC=1C=C(C(=NC1)N1N=NC(=C1)C)C=1CCN(CC1)C(=O)OC(C)(C)C